3-(4-Chloro-phenyl)-adamantane-1-carboxylic acid 2-chloro-4-fluoro-benzyl amide ClC1=C(CNC(=O)C23CC4(CC(CC(C2)C4)C3)C3=CC=C(C=C3)Cl)C=CC(=C1)F